3-[(4-methoxyphenyl)methyl]-hexahydropyrimidine-2,4-dione COC1=CC=C(C=C1)CN1C(NCCC1=O)=O